C(CCCCCCCC)C1=C(C=CC=C1)OP(OC1=C(C=CC=C1)CCCCCCCCC)OC1=C(C=CC=C1)CCCCCCCCC.FC1=CC=C(C=N1)C(=O)N1C(COCC1)CO (6-Fluoropyridin-3-yl)(3-(hydroxymethyl)morpholino)methanone tris(nonylphenyl)phosphite